C(C)(C)(C)C1=CC=C(N(C(CCl)=O)C(C(=O)NC2CCCCC2)C=2C=NC(=CC2)C#N)C=C1 2-(4-tert-butyl-N-(2-chloroacetyl)anilino)-2-(6-cyano-3-pyridinyl)-N-cyclohexyl-acetamide